CN(C1=CC(=C(C2=C(C=C(N(C)C)C=C2)C(C)=O)C=C1)C(C)=O)C tetramethyl-2,2'-diacetylbenzidine